2-{5-[((3-Ethoxy-d5)pyridin-2-yl)oxy]pyridin-3-yl}-N-[(3S,5S)-5-fluoropiperidin-3-yl]pyrimidine-5-carboxamide C(C([2H])([2H])[2H])(OC=1C(=NC=CC1)OC=1C=C(C=NC1)C1=NC=C(C=N1)C(=O)N[C@@H]1CNC[C@H](C1)F)([2H])[2H]